2,2,3,3-tetrafluoro-1,4-dimethoxybutane FC(COC)(C(COC)(F)F)F